BrC1=C(C2=CC=CC=C2C=C1)C1=CC=C(C=C1)C1=NC(=NC(=C1)C1=CC=CC=C1)C1=CC=CC=C1 4-(4-(2-bromonaphthalen-1-yl)phenyl)-2,6-diphenylpyrimidine